NCCC=1C=CC(=NC1)C1=C(C=C(C#N)C=C1)OC1=CC(=NC(=C1)N1CCOCC1)C 4-[5-(2-aminoethyl)pyridin-2-yl]-3-(2-methyl-6-morpholin-4-ylpyridin-4-yl)oxybenzonitrile